OC12C(C(=CC(CC1)C2)C(=O)C=2C(=NC(=CC2)C(F)(F)F)COCCOC)=O hydroxy-3-[2-(2-methoxyethoxymethyl)-6-trifluoromethylpyridin-3-carbonyl]bicyclo[3.2.1]oct-3-en-2-one